2-(aminomethyl)-5-(ethylsulfonyl)phenol NCC1=C(C=C(C=C1)S(=O)(=O)CC)O